CN1CCN(CCNCCN(CCN(CCNCC1)C)C)C 1,4,10,13-tetramethyl-1,4,7,10,13,16-hexaazacyclooctadecane